N(NNC(CCCCC)C(=O)[O-])C(=O)[O-] Triazanonane-1,4-dicarboxylate